trans-2-(1,3-dithian-2-yl)-3-phenyl-4-(p-tolyl)cyclobut-2-ene-1-carboxylic acid methyl ester COC(=O)[C@@H]1C(=C([C@H]1C1=CC=C(C=C1)C)C1=CC=CC=C1)C1SCCCS1